6-[2-[(tert-butyldimethylsilyl)oxy]ethoxy]pyrimidin-4-amine [Si](C)(C)(C(C)(C)C)OCCOC1=CC(=NC=N1)N